FC1=C(OC=2C=NC=3CCNCC3C2)C=CC=C1 3-(2-Fluorophenoxy)-5,6,7,8-tetrahydro-1,6-naphthyridine